3-Bromothiazole BrN1CSC=C1